tert-butyl 4-(2-chloro-4-(4,4,5,5-tetramethyl-1,3,2-dioxaborolan-2-yl)phenyl)piperidine-1-carboxylate ClC1=C(C=CC(=C1)B1OC(C(O1)(C)C)(C)C)C1CCN(CC1)C(=O)OC(C)(C)C